BrC=1N=C(OC1C(=O)N1[C@H](C2=C(CC1)NC=N2)C2=NN1C(C(=CC=C1)Cl)=C2)C(C)(C)O (R)-(4-bromo-2-(2-hydroxypropan-2-yl)oxazol-5-yl)(4-(4-chloropyrazolo[1,5-a]pyridin-2-yl)-6,7-dihydro-1H-imidazo[4,5-c]pyridin-5(4H)-yl)methanone